CP(OCCC=C)(OCC=C)=O (3-butenyl) (2-propenyl) methylphosphonate